7-fluoro-3-(hydroxymethyl)-2-((4-methoxybenzyl)amino)quinoline-6-carboxylic acid methyl ester COC(=O)C=1C=C2C=C(C(=NC2=CC1F)NCC1=CC=C(C=C1)OC)CO